5-(bromomethyl)-3-(2-fluorophenyl)-1,2,4-oxadiazole BrCC1=NC(=NO1)C1=C(C=CC=C1)F